N1=CC(=CC=C1)C(CC(C)=O)=O 1-(3-pyridyl)butane-1,3-dione